FC1=C(C(=CC=C1)F)C1=N[C@H](C2=NN=C(N2C=2SC=3OCC(CCC3C12)O)C)C (7S)-9-(2,6-difluorophenyl)-3,7-dimethyl-16-oxa-18-thia-2,4,5,8-tetraazatetracyclo[8.8.0.02,6.011,17]octadeca-1(10),3,5,8,11(17)-pentaen-14-ol